NC1=C(N=CC(=N1)N1CCC2(CC1)[C@@H](C1=CC(=CC=C1C2)OC2CCOCC2)N)SC2=C(C(=NC=C2)N)Cl (S)-1'-(6-amino-5-((2-amino-3-chloropyridin-4-yl)thio)pyrazin-2-yl)-6-((tetrahydro-2H-pyran-4-yl)oxy)-1,3-dihydrospiro[indene-2,4'-piperidin]-1-amine